N(=[N+]=[N-])N1CC(CC1N=[N+]=[N-])[N+](=O)[O-] 1,5-diazido-3-nitroazacyclopentane